triisopropyl-((10-phenylnaphtho[1,2-b]benzofuran-7-yl)oxy)silane C(C)(C)[Si](OC1=CC=C(C2=C1C1=C(O2)C=2C=CC=CC2C=C1)C1=CC=CC=C1)(C(C)C)C(C)C